((4-(2-((1-cyclopropyl-1H-pyrazol-4-yl)amino)-5-methylpyrimidin-4-yl)-2-fluorophenyl)amino)-2,2-dimethylpropionitrile C1(CC1)N1N=CC(=C1)NC1=NC=C(C(=N1)C1=CC(=C(C=C1)NCC(C#N)(C)C)F)C